[(diphenyl-d10)triazinylphenyl-d9]dibenzofuran C1(C(C(C(C(C1[2H])([2H])[2H])([2H])[2H])([2H])[2H])([2H])[2H])([2H])C1=C(C(=NN=N1)C1C(C(C(C(C1([2H])C1=CC=CC=2OC3=C(C21)C=CC=C3)([2H])[2H])([2H])[2H])([2H])[2H])([2H])[2H])C3(C(C(C(C(C3[2H])([2H])[2H])([2H])[2H])([2H])[2H])([2H])[2H])[2H]